4-{imidazo[1,2-a]pyridin-7-yl}-7-methoxy-1H-1,3-benzodiazol N=1C=CN2C1C=C(C=C2)C2=CC=C(C=1NC=NC12)OC